beta-cyclohexyl-D-alanine C1(CCCCC1)C[C@@H](N)C(=O)O